COC1=NC=CN=C1CC(C)C 2-methoxy-3-isobutyl-pyrazine